C(C)(C)(C)OC(=O)N1[C@H](CN(CC1)C=1C2=C(N=C(N1)S(=O)C)CN=CC2)CC#N 4-((S)-4-(tert-butyloxycarbonyl)-3-(cyanomethyl)piperazin-1-yl)-2-(methylsulfinyl)-5,8-diHydropyrido[3,4-d]pyrimidine